BrC=1C=NC=2C(=NC(=CN2)Br)N1 2,7-dibromopyrazino[2,3-b]pyrazine